2-{3-[(3R,5S)-3,5-dimethylpiperazin-1-yl]-1,2,4-triazin-6-yl}-5-(2,8-dimethyl[1,2,4]triazolo[1,5-a]pyrazin-6-yl)phenol C[C@@H]1CN(C[C@@H](N1)C)C=1N=NC(=CN1)C1=C(C=C(C=C1)C=1N=C(C=2N(C1)N=C(N2)C)C)O